IC=1C=C(C=CC1)C(C#N)(C)C 2-(3-iodophenyl)-2-methyl-propanenitrile